FC1(C(N(C2=C(O1)C=C(C(=C2)C2=C(C(=C(C(=C2F)F)F)F)F)F)[C@@H](C(=O)O)C)=O)F |r| racemic-2-(2,2,7-trifluoro-3-oxo-6-(perfluorophenyl)-2,3-dihydro-4H-benzo[b][1,4]oxazin-4-yl)propanoic acid